2-thiomorpholinoethyl (1-(6-methoxy-3,4-dihydro-2H-benzo[b][1,4]oxazin-7-yl)-6-(pyrazolo[1,5-a]pyrimidin-3-yl)-1H-pyrazolo[4,3-c]pyridin-3-yl)carbamate COC1=CC2=C(OCCN2)C=C1N1N=C(C=2C=NC(=CC21)C=2C=NN1C2N=CC=C1)NC(OCCN1CCSCC1)=O